thiocarbonyl dichloride C(=S)(Cl)Cl